ClC1=C(OC2=CC=NC3=CC(=C(C=C23)C(=O)OC)OC)C=CC(=C1)NC(=O)C1(CC1)C(NC1=CC=C(C=C1)F)=O Methyl 4-[2-chloro-4-[[1-[(4-fluorophenyl)carbamoyl]cyclopropanecarbonyl]amino]phenoxy]-7-methoxyquinoline-6-carboxylate